8-hydroxy-7,9-dioxo-N-(2,4,6-trifluorobenzyl)-2,3,4,5,7,9-hexahydro-1,6-methanopyrido[1,2-b][1,2,5]triazonine-10-carboxamide OC=1C(C(=CN2N3CCCCN(C(C21)=O)C3)C(=O)NCC3=C(C=C(C=C3F)F)F)=O